O-methyl-aspartic acid COC([C@@H](N)CC(=O)O)=O